Iridium(III) Hexafluorophosphat F[P-](F)(F)(F)(F)F.[Ir+3].F[P-](F)(F)(F)(F)F.F[P-](F)(F)(F)(F)F